N-(4-(4-((1R,5s)-8-oxa-3-azabicyclo[3.2.1]oct-3-yl)-7H-pyrrolo[2,3-d]pyrimidin-6-yl)phenyl)-4-(((R)-3-aminopiperidin-1-yl)methyl)pyridine-2-carboxamide [C@H]12CN(C[C@H](CC1)O2)C=2C1=C(N=CN2)NC(=C1)C1=CC=C(C=C1)NC(=O)C1=NC=CC(=C1)CN1C[C@@H](CCC1)N